2-methyl-3-nitro-5-(4,4,5,5-tetramethyl-1,3,2-dioxaborolan-2-yl)pyridine CC1=NC=C(C=C1[N+](=O)[O-])B1OC(C(O1)(C)C)(C)C